COC1=C2C=CC(OC2=CC(=C1C(\C=C\C1=CC=C(C=C1)O)=O)OC)(C)C (E)-1-(5,7-dimethoxy-2,2-dimethyl-2H-chromen-6-yl)-3-(4-hydroxyphenyl)prop-2-en-1-one